FC(C1=CC=C(C=N1)C1=NN=CO1)(F)F 5-[6-(trifluoromethyl)pyridin-3-yl]-1,3,4-oxadiazol